FC1=C(C=CC(=C1)F)CON1N=C(C=C1)C1CCN(CC1)CC1=NC2=C(N1C[C@H]1OCC1)C=C(C=C2)C(=O)OC methyl 2-[(4-{1-[(2,4-difluorophenyl)methoxy]-1H-pyrazol-3-yl}piperidin-1-yl)methyl]-1-{[(2S)-oxetan-2-yl]methyl}-1H-benzimidazole-6-carboxylate